[C@H]12COC[C@@H]2C1NC(=O)C=1C=C(C2=C(C(CO2)C2=CC=C(C=C2)C)C1)C(=O)NC (+/-)-N5-((1R,5S,6r)-3-Oxabicyclo[3.1.0]hexan-6-yl)-N7-methyl-3-(p-tolyl)-2,3-dihydrobenzofuran-5,7-dicarboxamid